methyl (cis)-3-ethoxycyclobutane-1-carboxylate C(C)O[C@H]1C[C@H](C1)C(=O)OC